C(C)OC(CCNC1=NN(C2=CC=C(C=C12)CC(C)(C)OC(=O)N1C(CNCC1)C)C)=O {3-[(3-ethoxy-3-oxopropyl)amino]-1-methyl-1H-indazol-5-yl tert-Butyl}-2-methylpiperazine-1-carboxylate